[S-2].[Na+].[Na+] Disodium sulfide